3-(1-methyl-6-(4-(piperazin-1-ylmethyl)piperidin-1-yl)-1H-indazol-3-yl)piperidine-2,6-dione hydrochloride Cl.CN1N=C(C2=CC=C(C=C12)N1CCC(CC1)CN1CCNCC1)C1C(NC(CC1)=O)=O